CC1=C2COC(C2=CC=C1[C@@H]1CN(CCO1)CC1=CN=C(S1)N1C=NC(=C1)C)=O (R)-4-methyl-5-(4-((2-(4-methyl-1H-imidazol-1-yl)thiazol-5-yl)methyl)morpholin-2-yl)isobenzofuran-1(3H)-one